FC(C(=O)O)(F)F.N1CC(C1)C1=CC=C(N=N1)C1=C(C=C(C=C1)C1=CC=2N(C=C1)N=C(C2)C)O 2-[6-(azetidin-3-yl)pyridazin-3-yl]-5-2-methylpyrazolo[1,5-a]pyridin-5-ylphenol trifluoroacetate